BrC=1C=CC(=C(C1)N1CCC2(CC2)CC1)C1=NNC(=C1)C1=NC(=NC(=C1)C)N1CCC(CC1)(F)F 6-(5-bromo-2-(5-(2-(4,4-difluoropiperidin-1-yl)-6-methylpyrimidin-4-yl)-1H-pyrazol-3-yl)phenyl)-6-azaspiro[2.5]octane